Sodium N5-((S)-1-(((S)-1-(tert-butoxy)-6-diazo-1,5-dioxohexan-2-yl)amino)-6-diazo-1,5-dioxohexan-2-yl)-N2-(dimethylglycyl)-L-glutaminate C(C)(C)(C)OC([C@H](CCC(C=[N+]=[N-])=O)NC([C@H](CCC(C=[N+]=[N-])=O)NC(CC[C@H](NC(CN(C)C)=O)C(=O)[O-])=O)=O)=O.[Na+]